tert-butyl-3-(4-((R)-2-(2-aminothiazol-4-yl)pyrrolidin-1-yl)phenyl)piperidine C(C)(C)(C)N1CC(CCC1)C1=CC=C(C=C1)N1[C@H](CCC1)C=1N=C(SC1)N